C1(=CC=CC=C1)CCC1=C(C=CC=C1)O phenylethylphenol